1,6-bis(4-methylpiperazin-1-yl)hexane CN1CCN(CC1)CCCCCCN1CCN(CC1)C